C(CCCC)C1OC(OC(O1)CCCCC)CCCCC 2,4,6-tripentyl-1,3,5-trioxane